2-Isobutyl-4-methyltetrahydro-2H-pyran-4-ol C(C(C)C)C1OCCC(C1)(O)C